tert-Butyl (3R)-3-[(1S)-2-[(4S)-4-benzyl-2-oxo-oxazolidin-3-yl]-1-[(3-bromo-5-methyl-phenyl)methyl]-2-oxo-ethyl]pyrrolidine-1-carboxylate C(C1=CC=CC=C1)[C@@H]1N(C(OC1)=O)C([C@@H](CC1=CC(=CC(=C1)C)Br)[C@@H]1CN(CC1)C(=O)OC(C)(C)C)=O